2,6-dichloro-4-nitro-phenol ClC1=C(C(=CC(=C1)[N+](=O)[O-])Cl)O